OC1=CC=C(C=C1)C1=NCCC2=CC=CC=C12 (S)-1-(4-hydroxyphenyl)-3,4-dihydroisoquinoline